tert-butyl (S)-(5-methyl-4-oxo-7-(2-(6-oxo-3-(trifluoromethyl)pyridazin-1(6H)-yl)ethoxy)-2,3,4,5-tetrahydrobenzo[b][1,4]oxazepin-3-yl)carbamate CN1C2=C(OC[C@@H](C1=O)NC(OC(C)(C)C)=O)C=CC(=C2)OCCN2N=C(C=CC2=O)C(F)(F)F